tetraethyl-disiloxane C(C)[SiH2]O[Si](CC)(CC)CC